ClC=1C=CC(=C(C1)NC1=NC=NC2=CC=C(C=C12)C1(CN(C1)C(C=C)=O)C)F 1-(3-(4-((5-chloro-2-fluorophenyl)amino)quinazolin-6-yl)-3-methylazetidin-1-yl)prop-2-en-1-one